C1(=CC=CC=C1)S(=O)(=O)N1C(=CC=2C1=NC=CC2C2=CC(=C(C=C2)CNC(OC(C)(C)C)=O)C)C2=CC=C(C=C2)C=O tert-butyl N-[[4-[1-(benzenesulfonyl)-2-(4-formylphenyl)pyrrolo[2,3-b]pyridin-4-yl]-2-methyl-phenyl]methyl]carbamate